(S)-N-(3-Cyanobut-3-en-2-yl)-2-(1,1-difluoroethyl)-4-phenoxypyrimidine-5-carboxamide C(#N)C([C@H](C)NC(=O)C=1C(=NC(=NC1)C(C)(F)F)OC1=CC=CC=C1)=C